6-bromo-8-chloro-3-methyl-3-(trifluoromethyl)-2,3-dihydroimidazo[1,5-a]pyridine-1,5-dione BrC1=CC(=C2N(C1=O)C(NC2=O)(C(F)(F)F)C)Cl